5-(4-aminobutoxy)isophthalonitrile 2,2,2-trifluoroacetate FC(C(=O)O)(F)F.NCCCCOC=1C=C(C=C(C#N)C1)C#N